N(=[N+]=[N-])C1(CC(C1)C1=NN2C(=NC=3C(=CC=CC3C2=N1)OC)NCC1=C(C=C(C=C1)OC)OC)C1=NC=C(C(=O)OCCC)C=C1 Propyl 6-(1-azido-3-(5-((2,4-dimethoxybenzyl)amino)-7-methoxy-[1,2,4]triazolo[1,5-c]quinazolin-2-yl)cyclobutyl)nicotinate